NC1=C(C2=C(COCCC2)S1)C(=O)C1=C(C=CC=C1F)F (2-amino-4,5,6,8-tetrahydrothieno[2,3-c]oxepin-3-yl)(2,6-difluorophenyl)methanone